5-[(1R,5S)-8-tert-butoxycarbonyl-3,8-diazabicyclo[3.2.1]oct-3-yl]-2-methylbenzoic acid C(C)(C)(C)OC(=O)N1[C@H]2CN(C[C@@H]1CC2)C=2C=CC(=C(C(=O)O)C2)C